ClC=1N=C(C=2N=CN(C(C2N1)=O)C)Cl 6,8-dichloro-3-methyl-pyrimido[5,4-d]pyrimidin-4-one